OCC1CCC(CC1)N1N=C2C=C(C(=CC2=C1)NC(=O)C1=NC(=CC=C1)C(F)(F)F)C(=O)OC methyl 2-[4-(hydroxymethyl)cyclohexyl]-5-[[6-(trifluoromethyl)pyridine-2-carbonyl] amino]indazole-6-carboxylate